N-(3-(N-allylsulfamoyl)phenyl)-4-bromo-2-(4-vinylpiperidin-1-yl)benzamide C(C=C)NS(=O)(=O)C=1C=C(C=CC1)NC(C1=C(C=C(C=C1)Br)N1CCC(CC1)C=C)=O